2-chloro-N-[(3R)-1-[(2S,4R)-4-hydroxypyrrolidine-2-carbonyl]pyrrolidin-3-yl]-4-[[3-[3-(trifluoromethyl)-1H-pyrazol-4-yl]imidazo[1,2-a]pyrazin-8-yl]amino]benzamide ClC1=C(C(=O)N[C@H]2CN(CC2)C(=O)[C@H]2NC[C@@H](C2)O)C=CC(=C1)NC=1C=2N(C=CN1)C(=CN2)C=2C(=NNC2)C(F)(F)F